4-((tert-butoxycarbonyl)amino)butyric acid methyl ester COC(CCCNC(=O)OC(C)(C)C)=O